N-((1,2,3,5,6,7-hexahydro-s-indacen-4-yl)carbamoyl)-2-(pyrrolidin-2-yl)ethenesulfonamide C1CCC2=C(C=3CCCC3C=C12)NC(=O)NS(=O)(=O)C=CC1NCCC1